COC(CCCCCCCC1C(C1)CCCCCCCCC(CCCCCC)CN(C)C)=O methyl-8-(2-{9-[(dimethylamino)methyl]pentadecyl}cyclopropyl)octanoate